(S)-N-methyl-1-(5-methylisochroman-1-yl)methylamine CNC[C@H]1OCCC2=C(C=CC=C12)C